C1(=CC=CC2=CC=CC=C12)[C@H](CO)O (R)-1-naphthylethane-1,2-diol